(S)-(5-(2-methoxyphenoxy)-2-(3-(pyridin-2-yloxy)pyrrolidin-1-yl)phenyl)methanol COC1=C(OC=2C=CC(=C(C2)CO)N2C[C@H](CC2)OC2=NC=CC=C2)C=CC=C1